FC1=C(CNC(=O)C2CCN(CC2)C2=CC(=CC=C2)C(F)(F)F)C=CC(=C1C=1NC(C=C(N1)C)=O)C(F)(F)F N-[2-fluoro-3-(4-methyl-6-oxo-1,6-dihydropyrimidin-2-yl)-4-(trifluoromethyl)benzyl]-1-[3-(Trifluoromethyl)phenyl]piperidine-4-carboxamide